5-cyanoisophthalate C(#N)C=1C=C(C=C(C(=O)[O-])C1)C(=O)[O-]